FC=1C(=NC=C(C1)C(F)(F)F)N1C[C@@H](CC1)NC(OC(C)(C)C)=O (R)-tert-butyl (1-(3-fluoro-5-(trifluoromethyl)pyridin-2-yl)pyrrolidin-3-yl)carbamate